[S].[Li].[Li] lithium Lithium sulfur